COC(=O)C1=NNC(=C1)C#N 5-cyano-1H-pyrazole-3-carboxylic acid methyl ester